1-((4-(5-(7,8-dimethyl-[1,2,4]triazolo[1,5-a]pyridin-6-yl)-6-isopropyl-4H-pyrrolo[3,2-d]thiazol-2-yl)cyclohexyl)amino)-2-methylpropan-2-ol CC1=C(C=2N(C=C1C1=C(C=3N=C(SC3N1)C1CCC(CC1)NCC(C)(O)C)C(C)C)N=CN2)C